4-((piperidin-4-ylmethyl)amino)thiazole-5-carboxylic acid methyl ester COC(=O)C1=C(N=CS1)NCC1CCNCC1